2,3-dihydro-1H-benzo[d]imidazole-4-carbonitrile N1CNC2=C1C=CC=C2C#N